CN1N=CC(=C1)C(=O)C=1N=C2N(N1)[C@H](C[C@H]2F)C2=CC=CC=C2 |r| (1-Methylpyrazol-4-yl)-[rac-(5r,7r)-7-fluoro-5-phenyl-6,7-dihydro-5H-pyrrolo[1,2-b][1,2,4]triazol-2-yl]methanone